COC1=CC=C(CN(S(=O)(=O)C2=NN(C(=C2)C(=O)N(C)C)C)CC2=CC=C(C=C2)OC)C=C1 3-(N,N-bis(4-methoxybenzyl)sulfamoyl)-N,N,1-trimethyl-1H-pyrazole-5-carboxamide